NC1CCC(CC1)CN1CCC(CC1)CCCC1=CC2=C(N(C(N2C)=O)C2C(NC(CC2)=O)=O)C=C1 3-[5-[3-[1-[(4-Aminocyclohexyl)methyl]-4-piperidyl]propyl]-3-methyl-2-oxo-benzimidazol-1-yl]piperidine-2,6-dione